ClC1=CC=C(S1)C1=C(C=C(C(=C1)F)C#N)NS(=O)(=O)C=1C=C(C(=O)O)C=CC1C1CC1 3-(N-(2-(5-chlorothiophen-2-yl)-5-cyano-4-fluorophenyl)sulfamoyl)-4-cyclopropylbenzoic acid